2,4-dimethylphenylphosphine oxide CC1=C(C=CC(=C1)C)[PH2]=O